C(C)N1C=C(C(C2=CC(=C(C(=C12)C#N)N1CCC2(CCOC2)CC1)F)=O)C(=O)O 1-ethyl-6-fluoro-8-cyano-1,4-dihydro-7-(2-oxa-8-azaspiro[4.5]dec-8-yl)-4-oxo-3-quinolinecarboxylic acid